C(C)C(=C[Si](C=C(CC)CC)C=C(CC)CC)CC tris(diethylvinyl)silicon